8-methoxypyrene-1,3,6-trisulphonate COC=1C=C(C=2C=CC3=C(C=C(C=4C=CC1C2C43)S(=O)(=O)[O-])S(=O)(=O)[O-])S(=O)(=O)[O-]